ethyl 6,7-dichloro-1-[6-[3-(dimethylamino)azetidin-1-yl]pyridin-3-yl]-4-oxo-1,8-naphthyridine-3-carboxylate ClC=1C=C2C(C(=CN(C2=NC1Cl)C=1C=NC(=CC1)N1CC(C1)N(C)C)C(=O)OCC)=O